((S,E)-1-cyclopropyl-3-((S)-S-methylsulfonimidoyl)allyl)-2-(1,1-difluoroethyl)-4-phenoxypyrimidine-5-carboxamide C1(CC1)[C@@H](\C=C\[S@](=O)(=N)C)C1=C(C(=NC(=N1)C(C)(F)F)OC1=CC=CC=C1)C(=O)N